3-(3-chlorophenyl)-N-(3-(4-chlorophenyl)propanoyl)-N-(4-methyl-3-(pyridin-4-yl)-1H-pyrazol-5-yl)propanamide ClC=1C=C(C=CC1)CCC(=O)N(C1=C(C(=NN1)C1=CC=NC=C1)C)C(CCC1=CC=C(C=C1)Cl)=O